BrC/C=C/C1=CC=C(C=C1)Cl (E)-1-(3-bromoprop-1-en-1-yl)-4-chlorobenzene